2-fluoro-4-(pyrazolo[1,5-a]pyrimidin-3-yl)benzoylchloride FC1=C(C(=O)Cl)C=CC(=C1)C=1C=NN2C1N=CC=C2